CC(CC(C)C)=NCCC[Si](OC)(OC)OC N-(1,3-dimethylbutylidene)-3-trimethoxysilylpropylamine